F[C@@H]1[C@@H](C1)C(=O)NC=1N=CC2=C(N=CC(=C2C1)C=1OC2=C(N1)C=C(C=C2)N2C[C@@H](OCC2)C)NC (1S,2S)-2-fluoro-N-(8-(methylamino)-5-(5-((S)-2-methylmorpholino)benzo[d]oxazol-2-yl)-2,7-naphthyridin-3-yl)cyclopropane-1-carboxamide